4-((R)-4-((1R,5S)-3,8-diazabicyclo[3.2.1]oct-3-yl)-6-chloro-8-fluoro-2-(((R)-1-methylpyrrolidin-2-yl)methoxy)quinazolin-7-yl)-2-aminobenzo[b]selenophene-3-nitrile [C@H]12CN(C[C@H](CC1)N2)C2=NC(=NC1=C(C(=C(C=C21)Cl)C2=CC=CC=1[Se]C(=C(C12)C#N)N)F)OC[C@@H]1N(CCC1)C